C(C)(C)OC1=CC=C(C=C1)C=1C=C(C(NC1C(F)(F)F)=O)C(=O)N 5-(4-Isopropoxyphenyl)-2-oxo-6-(trifluoromethyl)-1,2-dihydropyridine-3-carboxamide